5-(3-(difluoromethoxy)phenyl)-N-(3-(2-propoxy)-1,2,4-thiadiazol-5-yl)furan-3-carboxamide FC(OC=1C=C(C=CC1)C1=CC(=CO1)C(=O)NC1=NC(=NS1)OC(C)C)F